ClC1=C(C=C(C=N1)NC(C1=CC(=CC=C1)C(F)(F)F)=O)N1C(N(C2=NC(=NC=C2C1)NC1=CC=CC=C1)C)=O N-(6-chloro-5-(1-methyl-2-oxo-7-(phenylamino)-1,2-dihydropyrimido[4,5-d]pyrimidin-3(4H)-yl)pyridin-3-yl)-3-(trifluoromethyl)benzamide